m-(glycidyloxy)-N,N-diglycidylaniline C(C1CO1)OC=1C=C(N(CC2CO2)CC2CO2)C=CC1